C(C)(C)C1=C(NC2=CC=C(C=C12)C1CCN(CC1)C1CCOCC1)C=1C=C(C(N(C1C)C)=O)C 5-(3-isopropyl-5-(1-(tetrahydro-2H-pyran-4-yl)piperidin-4-yl)-1H-indol-2-yl)-1,3,6-trimethylpyridin-2(1H)-one